CN1N=C(C=C1C(=O)N[C@@H](C)C1=NC(=NO1)C1=CC(=NC=C1)N1CCCC1)C(F)(F)F (S)-1-methyl-N-(1-(3-(2-(pyrrolidin-1-yl)pyridin-4-yl)-1,2,4-oxadiazol-5-yl)ethyl)-3-(trifluoromethyl)-1H-pyrazole-5-carboxamide